6,6'-(1,2-phenylene)bis(2,2-dimethylhexanoic acid) C1(=C(C=CC=C1)CCCCC(C(=O)O)(C)C)CCCCC(C(=O)O)(C)C